5-methyl-1,2-benziodoxol-3(1H)-one CC=1C=CC2=C(C(O[IH]2)=O)C1